ethyl-6-(2-(ethoxy)ethyl)-1-(4-fluorophenyl)-3-(pentan-3-yl)-1H-pyrazolo[3,4-b]pyridine C(C)C1=C2C(=NC(=C1)CCOCC)N(N=C2C(CC)CC)C2=CC=C(C=C2)F